5-cyclopropyl-6-[6-methoxy-4-(piperazin-1-yl)quinazolin-7-yl]pyridin-2-amine C1(CC1)C=1C=CC(=NC1C1=C(C=C2C(=NC=NC2=C1)N1CCNCC1)OC)N